COC1=C(C=CC(=C1)C=1C=NN(C1)C)NC=1N=CC2=C(N1)C(=NC=C2)N2CC1(C2)CCOCC1 N-(2-methoxy-4-(1-methyl-1H-pyrazol-4-yl)phenyl)-8-(7-oxa-2-azaspiro[3.5]nonan-2-yl)pyrido[3,4-d]pyrimidin-2-amine